4,4-dimethylpentanoate CC(CCC(=O)[O-])(C)C